tert-butyl ((5-((5-(methylsulfonyl)-[1,1'-biphenyl]-2-yl)sulfonyl)thiazol-2-yl)methyl)carbamate CS(=O)(=O)C=1C=CC(=C(C1)C1=CC=CC=C1)S(=O)(=O)C1=CN=C(S1)CNC(OC(C)(C)C)=O